C1(CCCCC1)N1C(=NC=2C1=C1C(=NC2)NC=C1)C1=CC=C(O1)/C=C(\C#N)/C(=O)N1CCOCC1 (E)-3-(5-(1-cyclohexyl-1,6-dihydroimidazo[4,5-d]pyrrolo[2,3-b]pyridin-2-yl)furan-2-yl)-2-(morpholine-4-carbonyl)acrylonitrile